(4-Fluorophenyl)(1-oxido-2-phenyl-2H-thiochromen-3-yl)methanone FC1=CC=C(C=C1)C(=O)C=1C(S(C2=CC=CC=C2C1)=O)C1=CC=CC=C1